3-[5-(4-fluorophenyl)-2-furyl]propanoic acid FC1=CC=C(C=C1)C1=CC=C(O1)CCC(=O)O